CNC(=O)[C@H](O)[C@@H](O)[C@H](O)[C@H](O)CO N-methylaminoglucose